(E)-3-(4-bromophenyl)-2-styryl-1H-indole BrC1=CC=C(C=C1)C1=C(NC2=CC=CC=C12)\C=C\C1=CC=CC=C1